methyl 2-bromo-3-methyl-benzoate BrC1=C(C(=O)OC)C=CC=C1C